C[C@H]1OC(=O)C2=C(C(=CC=C2C1)CO)O (3R)-methyl-7-hydroxymethyl-8-hydroxy-3,4-dihydroisocoumarin